Cl.FC1(CC(C1)CN)F C-(3,3-difluoro-cyclobutyl)-methylamine hydrochloride